(di-tert-butyl-([1,1'-biphenyl]-3-yl)phosphin) palladium [Pd].C(C)(C)(C)P(C=1C=C(C=CC1)C1=CC=CC=C1)C(C)(C)C